C(OC[C@H]1O[C@@]([C@@H]2OC(CC(CC(O[C@@H]21)=O)(C)C)=O)(C#N)C2=CC=C1C(=NC=NN12)N)(OC1CCOCC1)=O ((7aR,8R,10R,10aR)-10-(4-aminopyrrolo[2,1-f][1,2,4]triazin-7-yl)-10-cyano-4,4-dimethyl-2,6-dioxooctahydro-2H-furo[3,4-b][1,4]dioxonin-8-yl)methyl (tetrahydro-2H-pyran-4-yl) carbonate